(E)-N-hydroxy-3-(2-(((2-(isopropylamino)pyrimidin-5-yl)methyl)amino)phenyl)acrylamide ONC(\C=C\C1=C(C=CC=C1)NCC=1C=NC(=NC1)NC(C)C)=O